C(C1CO1)OCC(CCCCCC)C(CC(C)(C)C)C 2-(1,3,3-trimethylbutyl)octyl glycidyl ether